3-(3-(4-(2,3-dichlorophenyl)piperazin-1-yl)-3-oxopropyl)-8-methyl-3,5-dihydro-4H-pyrimido[5,4-b]indol-4-one ClC1=C(C=CC=C1Cl)N1CCN(CC1)C(CCN1C=NC2=C(NC=3C=CC(=CC23)C)C1=O)=O